NC/C(/CN1N=CN(C1=O)CCC=1SC(=CC1)C1=CC2=C(OCO2)C=C1)=C\F 2-[(2E)-2-(aminomethyl)-3-fluoroprop-2-en-1-yl]-4-{2-[5-(1,3-benzodioxol-5-yl)thiophen-2-yl]ethyl}-2,4-dihydro-3H-1,2,4-triazol-3-one